methyl N-(2-(3-(1-(4-amino-4-oxobutanoyl)piperidin-4-yl)-5'-fluoro-1'-methyl-1H,1'H-[4,6'-biindazol]-1-yl)acetyl)-N-methylglycylglycinate NC(CCC(=O)N1CCC(CC1)C1=NN(C=2C=CC=C(C12)C1=C(C=C2C=NN(C2=C1)C)F)CC(=O)N(CC(=O)NCC(=O)OC)C)=O